[1-(5-methylthiazol-4-yl)-3-oxo-indan-5-yl] acetate C(C)(=O)OC=1C=C2C(CC(C2=CC1)C=1N=CSC1C)=O